NC1=C(SC=2N=C(N=CC21)C)C(=O)NC2CC=1C(=CC(=NC1CC2)N2CC(C(C2)OC)N)F 5-amino-N-[2-(3-amino-4-methoxypyrrolidin-1-yl)-4-fluoro-5,6,7,8-tetrahydroquinolin-6-yl]-2-methylthieno[2,3-d]pyrimidine-6-carboxamide